3,5-bis(trifluoromethyl)benzene-1-sulfonyl chloride FC(C=1C=C(C=C(C1)C(F)(F)F)S(=O)(=O)Cl)(F)F